1-Cyclopropyl-1H-pyrrole C1(CC1)N1C=CC=C1